tert-butyl 4-(4-(3-((5-(5-(difluoromethyl)-1,3,4-oxadiazole-2-yl)pyridine-2-yl)methyl)-5-fluoro-2-oxo-2,3-dihydrobenzo[d]oxazole-6-yl)-1H-pyrazole-1-yl)piperidine-1-carboxylate FC(C1=NN=C(O1)C=1C=CC(=NC1)CN1C(OC2=C1C=C(C(=C2)C=2C=NN(C2)C2CCN(CC2)C(=O)OC(C)(C)C)F)=O)F